C1(=CC=CC=C1)C1=C(CC(C(=O)C2=CC=C(C=C2)N2CCOCC2)(CC)N(C)C)C=CC=C1 2-phenylbenzyl-2-dimethylamino-1-(4-morpholinophenyl)-1-butanone